C1(CC1)C=1C(=CC=2N(N1)C(=CN2)C2=NC(=NC=C2)N[C@H]2CNCC[C@@H]2F)OCC(F)F 4-(6-cyclopropyl-7-(2,2-difluoroethoxy)imidazo[1,2-b]pyridazin-3-yl)-N-((3S,4S)-4-fluoropiperidin-3-yl)pyrimidin-2-amine